O1CCN(CC1)CN1C=C([C@H]2[C@H](O)[C@H](O)[C@@H](CO)O2)C(NC1=O)=O 1-morpholinomethylpseudouridine